4-(DIMETHYLAMINO)BUTANOIC ACID CN(CCCC(=O)O)C